1-(6-chloro-4-((2-methoxy-3-(1-methyl-1H-1,2,4-triazol-3-yl)phenyl)amino)pyridazin-3-yl)propan-1-one ClC1=CC(=C(N=N1)C(CC)=O)NC1=C(C(=CC=C1)C1=NN(C=N1)C)OC